FC(C)(F)C1=CC=C(C=C1)C1=NN=C(C2=CC=CC=C12)NCC1(COCC1)O 3-(((4-(4-(1,1-difluoroethyl)phenyl)phthalazin-1-yl)amino)methyl)tetrahydrofuran-3-ol